C(C)(=O)N1CCN(CC1)C1=C2CC(N(CC2=CC=C1)C(=O)OC(C)(C)C)CN([C@H]1CCCC=2C=CC=NC12)C tert-Butyl 5-(4-acetylpiperazin-1-yl)-3-[[methyl-[(8S)-5,6,7,8-tetrahydroquinolin-8-yl]amino]methyl]-3,4-dihydro-1H-isoquinoline-2-carboxylate